C(C1=CC=CC=C1)OC=1C=C2C(=C(N(C2=CC1)CC1=CC=C(C=C1)CCO[Si](C)(C)C(C)(C)C)C1=C(C=CC=C1)C(F)(F)F)F 5-(benzyloxy)-1-(4-(2-((tert-butyldimethylsilyl)oxy)ethyl)benzyl)-3-fluoro-2-(2-(trifluoromethyl)phenyl)-1H-indole